OC=1C=C2C=CN=CC2=C(C1)B(O)O (6-hydroxyisoquinolin-8-yl)boronic acid